1-[(2S,5S)-2,3-dihydro-2,5-methano-1,4-benzoxazepin-4(5H)-yl]-3,3-dimethylbutan-1-one O1[C@@H]2CN([C@H](C3=C1C=CC=C3)C2)C(CC(C)(C)C)=O